8-(2-chlorophenyl)-9-(4-chlorophenyl)-2-tetrahydropyran-3-yloxy-6-[4-(trifluoromethyl)-1-piperidinyl]purine ClC1=C(C=CC=C1)C=1N(C2=NC(=NC(=C2N1)N1CCC(CC1)C(F)(F)F)OC1COCCC1)C1=CC=C(C=C1)Cl